1,2-diethyl-1,2-dihydropyrazol-3-one C(C)N1N(C(C=C1)=O)CC